BrCC(=O)C=1C(=CC(=C(C(=O)N2CCC(CC2)C2=CC=C(C#N)C=C2)C1)C)C1CCC1 4-(1-(5-(2-bromoacetyl)-4-cyclobutyl-2-methylbenzoyl)piperidin-4-yl)benzonitrile